3-(6-tert-butoxyhexyl)-1H-indene C(C)(C)(C)OCCCCCCC1=CCC2=CC=CC=C12